thiourea laurate C(CCCCCCCCCCC)(=O)O.NC(=S)N